C1(=CC=CC=C1)N1[C@H]2CN([C@@H](C1)C2)C(=O)OC(C)(C)C tert-butyl (1R,4R)-5-phenyl-2,5-diazabicyclo[2.2.1]heptane-2-carboxylate